6-allyl 2-(tert-butyl) 8-(2-(2-(3,4-dichlorophenyl)-2,2-difluoroacetyl)hydrazine-1-carbonyl)-2,6-diazaspiro[3.4]octane-2,6-dicarboxylate ClC=1C=C(C=CC1Cl)C(C(=O)NNC(=O)C1CN(CC12CN(C2)C(=O)OC(C)(C)C)C(=O)OCC=C)(F)F